3-(4-methylfuran-2-yl)isoxazolidine-2-carboxylic acid tert-butyl ester C(C)(C)(C)OC(=O)N1OCCC1C=1OC=C(C1)C